O1CCN(CC1)C1=CC=C(C=C1)C1=CC=CC=C1 4'-morpholino-[1,1'-biphenyl]